2,4-di([1,1':3',1''-terphenyl]-5'-yl)-6-(14,14-dimethyl-14H-indeno[1,2-b]triphenylen-12-yl)-1,3,5-triazine C1(=CC=CC=C1)C1=CC(=CC(=C1)C1=NC(=NC(=N1)C=1C=C(C=C(C1)C1=CC=CC=C1)C1=CC=CC=C1)C1=CC=2C(C=3C(=CC=4C5=CC=CC=C5C5=CC=CC=C5C4C3)C2C=C1)(C)C)C1=CC=CC=C1